tert-butyl (3-(2,3,5,6-tetrafluoro-4-(methylsulfonyl)phenyl)propyl)carbamate FC1=C(C(=C(C(=C1F)S(=O)(=O)C)F)F)CCCNC(OC(C)(C)C)=O